2-[2-[2-[2-[2,3-bis[6-(2-octyldecanoyloxy) hexoxy]propoxy]ethoxy]ethoxy]ethoxy]ethyl 1,4-dimethylpiperidine-4-carboxylate CN1CCC(CC1)(C(=O)OCCOCCOCCOCCOCC(COCCCCCCOC(C(CCCCCCCC)CCCCCCCC)=O)OCCCCCCOC(C(CCCCCCCC)CCCCCCCC)=O)C